C1(CC1)C1=NC(=C(C(=N1)N)OC)N1C[C@H](O[C@H](C1)C)C 2-cyclopropyl-6-[(2R,6S)-2,6-dimethylmorpholin-4-yl]-5-methoxypyrimidin-4-amine